4-amino-N-(4-(6-amino-2-butoxy-8-methyl-9H-purin-9-yl)butyl)-3,5-difluorobenzamide NC1=C(C=C(C(=O)NCCCCN2C3=NC(=NC(=C3N=C2C)N)OCCCC)C=C1F)F